4-((6-methoxy-7-phenyl-1H-pyrrolo[3,2-c]pyridin-1-yl)methyl)benzenesulfonamide (2R)-2-[(1S)-1,2-dihydroxyethyl]-4-hydroxy-5-oxo-2H-furan-3-olate O[C@@H](CO)[C@H]1OC(C(=C1[O-])O)=O.COC1=C(C2=C(C=N1)C=CN2CC2=CC=C(C=C2)S(=O)(=O)N)C2=CC=CC=C2